NC=1C(=C(C=NC1)CC1=C(C(=NC=C1)N(C(OC(C)(C)C)=O)C(=O)OC(C)(C)C)F)C tert-butyl N-[4-[(5-amino-4-methyl-3-pyridyl)methyl]-3-fluoro-2-pyridyl]-N-tert-butoxycarbonyl-carbamate